C(C1=CC=CC=C1)OC1=C(C(=C(C(=O)O)C(=C1)OCC1=CC=CC=C1)C)C 4,6-bis(benzyloxy)-2,3-dimethylbenzoic acid